N4-[2-(4-{[(2R,6S)-2,6-dimethylmorpholin-4-yl]Methyl}-4-methylpiperidin-1-yl)-3-fluorophenyl]-N1,N1-dimethylbenzene-1,4-disulfonamide C[C@@H]1CN(C[C@@H](O1)C)CC1(CCN(CC1)C1=C(C=CC=C1F)NS(=O)(=O)C1=CC=C(C=C1)S(=O)(=O)N(C)C)C